CC1=CC=C(C=C1)C(\C=C/CCCCCC)O (Z)-1-p-methylphenyl-2-nonen-1-ol